2,2',2'',4,4''-pentakis(hexyloxy)-[1,1':3',1''-terphenyl] C(CCCCC)OC1=C(C=CC(=C1)OCCCCCC)C1=C(C(=CC=C1)C1=C(C=C(C=C1)OCCCCCC)OCCCCCC)OCCCCCC